ClC=1C=C(C=CC1)[C@@H]1[C@H](C1)C(=O)NC1=NC=NC(=C1)NCC=1N=C2N(N=C(C=C2N2CCN(CC2)C)C2CC2)C1 (1S,2S)-2-(3-chlorophenyl)-N-(6-(((6-cyclopropyl-8-(4-methylpiperazin-1-yl)imidazo[1,2-b]pyridazin-2-yl)methyl)amino)pyrimidin-4-yl)cyclopropane-1-carboxamide